4-[bromo(di-t-butyl)silyl]butanenitrile Br[Si](CCCC#N)(C(C)(C)C)C(C)(C)C